3-(4-(4-(4-Chloro-3-methylphenyl)piperidin-1-yl)-3-fluorophenyl)piperidine-2,6-dione ClC1=C(C=C(C=C1)C1CCN(CC1)C1=C(C=C(C=C1)C1C(NC(CC1)=O)=O)F)C